N-[2-(pentanesulfonyloxy)phenyl]-N'-[3-(pentanesulfonyloxy)phenyl]urea C(CCCC)S(=O)(=O)OC1=C(C=CC=C1)NC(=O)NC1=CC(=CC=C1)OS(=O)(=O)CCCCC